Cl.F[C@H]1CC[C@H](CC1)N cis-4-fluoro-cyclohexylamine hydrochloride